C1(CC1)C1=NN(C(=C1C(F)(F)F)C(=O)NC1=CC(=NC=C1)C(=O)O)CC1C(CC1)(F)F 4-{3-cyclopropyl-1-[(2,2-difluorocyclobutyl)methyl]-4-(trifluoromethyl)-1H-pyrazole-5-amido}pyridine-2-carboxylic acid